OCC(=O)NC(C)C 2-hydroxy-N-isopropylacetamide